O(C1=CC=CC=C1)C(=O)NC1=CC(=C(C=C1)C1=CC(=CC=C1)C(=O)N1CC(CC1)NC(OC(C)(C)C)=O)C#CC1=CC=C(C=C1)C(NCCN1CCCCC1)=O tert-butyl (1-(4'-((phenoxycarbonyl)amino)-2'-((4-((2-(piperidin-1-yl)ethyl)carbamoyl)phenyl)ethynyl)-[1,1'-biphenyl]-3-carbonyl)pyrrolidin-3-yl)carbamate